C(C)(C)(C)C1=CC(=C(C(S\C(=C(\C)/N(C=O)CC=2C(=NC(=NC2)C)N)\CCO)=O)C=C1)OC1=CC=CC=C1 (Z)-S-(2-(N-((4-amino-2-methylpyrimidin-5-yl)methyl)formamido)-5-hydroxypent-2-en-3-yl) 4-(tert-butyl)-2-phenoxybenzothioate